3,6-diamino-phthalic acid NC1=C(C(C(=O)O)=C(C=C1)N)C(=O)O